tert-butyl carbamate (1-(phenanthridin-6-yl)pentan-2-yl)carbamate C1=CC=CC2=NC(=C3C=CC=CC3=C12)CC(CCC)NC(O)=O.C(N)(OC(C)(C)C)=O